(Z)-3-(1-((6-(Dimethylamino)pyridin-3-yl)amino)ethylidene)-5-(4-methylpyridin-3-yl)-1H-pyrrolo[2,3-c]pyridin-2(3H)-one CN(C1=CC=C(C=N1)N\C(\C)=C\1/C(NC2=CN=C(C=C21)C=2C=NC=CC2C)=O)C